1-(3-(trifluoromethoxy)phenyl)ethylamine FC(OC=1C=C(C=CC1)C(C)N)(F)F